T-butyl pyrrolidine-1-carboxylate N1(CCCC1)C(=O)OC(C)(C)C